[Na+].[Ru+6] ruthenium (VI) sodium